1-((1S,4S)-5-(4-(4,4,5,5-tetramethyl-1,3,2-dioxaborolan-2-yl)phenyl)-2,5-diazabicyclo[2.2.1]heptan-2-yl)ethan-1-one CC1(OB(OC1(C)C)C1=CC=C(C=C1)N1[C@@H]2CN([C@H](C1)C2)C(C)=O)C